C(C)(C)(C)C1=C(C(=C(C=C1)C(C)C)C(C)C)C(C)(C)C di-t-butyl-diisopropylbenzene